2-(3-bromo-5-fluorophenyl)acetonitrile BrC=1C=C(C=C(C1)F)CC#N